(R)-2-(4-fluorophenyl)-3-hydroxypropionic acid FC1=CC=C(C=C1)[C@@H](C(=O)O)CO